C(C1=CC=CC=C1)N1CCN(CC1)C(=O)C1=NN2C(N=CC=C2C2=CC(=C(C=C2)OC)OC)=C1 (4-benzylpiperazin-1-yl)(7-(3,4-dimethoxyphenyl)pyrazolo[1,5-a]pyrimidin-2-yl)methanone